C(C1=CC=CC=C1)N1C(=C(C2=C1C=C1C=NNC1=C2)C2=CC=C(C(=O)O)C=C2)C(CC#N)(C)C 4-[5-benzyl-6-(2-cyano-1,1-dimethyl-ethyl)-1H-pyrrolo[2,3-f]indazol-7-yl]benzoic Acid